[Si](OCC)(OCC)(OCC)[O-] tri-ethyl orthosilicate